O=C1C(C(CC1)C(=O)OC)CCCCC methyl 3-oxo-2-pentylcyclopentanoate